C(C)(=O)C=1C2=C(C(=NC1)N)C(=NN2[C@@H]2CN(CC2)C(C=C)=O)C#CC2=CC1=C(N(C(=N1)C)C1CC1)C=C2 (S)-1-(3-(7-acetyl-4-amino-3-((1-cyclopropyl-2-methyl-1H-benzo[d]imidazol-5-yl)ethynyl)-1H-pyrazolo[4,3-c]pyridin-1-yl)pyrrolidin-1-yl)prop-2-en-1-one